C1(CC1)NC(C1=CC(=C(C=C1)C)C=1C=NC(=C(C1)C=1N(C=C(N1)C)C)NC(CO)(C)C)=O N-cyclopropyl-3-(5-(1,4-dimethyl-1H-imidazol-2-yl)-6-((1-hydroxy-2-methylpropan-2-yl)amino)pyridin-3-yl)-4-methylbenzamide